C(=C)[C@H](CCO)C[C@H](C)O (3R,5S)-3-VINYLHEXANE-1,5-DIOL